ONC(=N)C1=C(C=NC=C1)SC1=CC(=CC=C1)C N-hydroxy-3-[(3-methylphenyl)sulfanyl]pyridine-4-carboximidamide